N-(3-(3-methoxyazetidin-1-yl)benzyl)-2-(9-(pyridin-2-yl)-6-oxaspiro[4.5]decan-9-yl)ethylamine COC1CN(C1)C=1C=C(CNCCC2(CCOC3(CCCC3)C2)C2=NC=CC=C2)C=CC1